CC1=CC=CC(=N1)C1=CC=C(C(=O)N)C=C1 4-(6-methyl-2-pyridinyl)benzamide